CN1CC(C1)C1=CC=C(N=N1)C1=C(C=CC=C1)O 2-[6-(1-methylazetidin-3-yl)pyridazin-3-yl]phenol